C(CCC)C1=C(N=C(NC1=O)N(P([O-])(=O)C1=CC=CC=C1)CC)C (S)-N-(5-butyl-4-methyl-6-oxo-1,6-dihydropyrimidin-2-yl)-N-ethyl-P-phenylphosphonamidate